1,3-hexanediol diacrylate C(C=C)(=O)OCCC(CCC)OC(C=C)=O